(dimethylsulfamoyl)-4-(hexylamino)benzoic acid CN(S(=O)(=O)C1=C(C(=O)O)C=CC(=C1)NCCCCCC)C